ClC=1C=C(C=CC1)C1=CC=C2CC(NC(C2=C1)=O)=O 7-(3-chlorophenyl)-1,3(2H,4H)-Isoquinolinedione